N-2-propynyl-[6-(tert-butyl)-3-pyridinyl]amine C(C#C)NC=1C=NC(=CC1)C(C)(C)C